ClC1=C2C=3C=CC=CC3C=CC2=C2C=CC=CC2=C1 5-Chlorochrysene